NC=1N=C(N(N1)C1=NC=C(C=C1)C(=O)N1CCOCC1)C(C)NC(C1=CC(=CC(=C1)Br)Br)=O N-[1-[5-amino-2-[5-(morpholine-4-carbonyl)-2-pyridinyl]-1,2,4-triazol-3-yl]ethyl]-3,5-dibromo-benzamide